NC=1C=2N(C=C(N1)C)C(=NC2C2=C(C=C(C=C2)NC(C(O)C2=CC(=CC(=C2)F)F)=O)C)C([2H])([2H])[2H] N-[4-[8-amino-6-methyl-3-(trideuteriomethyl)imidazo[1,5-a]pyrazin-1-yl]-3-methyl-phenyl]-2-(3,5-difluoro-phenyl)-2-hydroxy-acetamide